6-(1-Methyl-1H-pyrazol-4-yl)-3-[4-(phenylacetyl)piperazin-1-yl]pyrazolo[1,5-a]pyridine CN1N=CC(=C1)C=1C=CC=2N(C1)N=CC2N2CCN(CC2)C(CC2=CC=CC=C2)=O